potassium cyclopropaneformate C1(CC1)C(=O)[O-].[K+]